ClC=1C(=NC(=NC1)NC1CCOCC1)C1=CC=C2CN(C(C2=C1)=O)CC(=O)NC(C)C=1SC=C(N1)CC 2-(6-{5-chloro-2-[(oxan-4-yl)amino]pyrimidin-4-yl}-1-oxo-2,3-dihydro-1H-isoindol-2-yl)-N-[1-(4-ethyl-1,3-thiazol-2-yl)ethyl]acetamide